[Pt](Br)Br.FC1=C(C(=C(C(=C1P(C1=C(C(=C(C(=C1F)F)F)F)F)C1=C(C(=C(C(=C1F)F)F)F)F)F)F)F)F.FC1=C(C(=C(C(=C1P(C1=C(C(=C(C(=C1F)F)F)F)F)C1=C(C(=C(C(=C1F)F)F)F)F)F)F)F)F bis(tris(pentafluorophenyl)phosphine) platinum dibromide